[OH-].[NH+]1(CCCCC1)[NH+]1CCCCC1.[OH-] bipiperidinium hydroxide